3-(3-(4-phenoxyphenoxy)azetidin-1-yl)-2-(1H-pyrrol-1-yl)benzoic acid O(C1=CC=CC=C1)C1=CC=C(OC2CN(C2)C=2C(=C(C(=O)O)C=CC2)N2C=CC=C2)C=C1